ClCCC\C=N\[S@](=O)C(C)(C)C (R)-N-[(1E)-4-chlorobutylidene]-2-methylpropane-2-sulfinamide